C1C(CC2CC(CC12)[N+]1(CCCCC1)C)[N+]1(CCCCC1)C ((3as,6as)-octahydropentalene-2,5-diyl)bis(1-methylpiperidin-1-ium)